4-hydroxyphenyl-(o-methylbenzyl)-methyl-sulfonium methyl-(4-methoxy-1H-indole-2-carbonyl)-L-leucinate CN([C@@H](CC(C)C)C(=O)[O-])C(=O)C=1NC2=CC=CC(=C2C1)OC.OC1=CC=C(C=C1)[S+](C)CC1=C(C=CC=C1)C